3-((3-exo)-3-((4-((5-methyl-1H-pyrazol-3-yl)amino)-7-(pyridin-4-yl)quinazolin-2-yl)amino)-8-azabicyclo[3.2.1]oct-8-yl)propionitrile CC1=CC(=NN1)NC1=NC(=NC2=CC(=CC=C12)C1=CC=NC=C1)NC1CC2CCC(C1)N2CCC#N